2-chloro-N-cyclopropyl-5-[4-[2,6-dimethyl-4-[1,2,2,2-tetrafluoro-1-(trifluoromethyl)ethyl]phenyl]pyrazol-1-yl]benzamide ClC1=C(C(=O)NC2CC2)C=C(C=C1)N1N=CC(=C1)C1=C(C=C(C=C1C)C(C(F)(F)F)(C(F)(F)F)F)C